2-(6-(4-((2-(2,6-dioxopiperidin-3-yl)-1-oxoisoindoline-5-yl)methyl)piperazin-1-yl)-1-oxoisoindoline-2-yl)-2-(5-fluoro-2-hydroxyphenyl)-N-(thiazol-2-yl)acetamide O=C1NC(CCC1N1C(C2=CC=C(C=C2C1)CN1CCN(CC1)C1=CC=C2CN(C(C2=C1)=O)C(C(=O)NC=1SC=CN1)C1=C(C=CC(=C1)F)O)=O)=O